OC(CNC1=CC=C(C=C1)N)C N-(2-hydroxypropyl)p-phenylenediamine